(2R,3S,4R,5S)-4-[[3-[4-(Difluoromethyl)-3-fluoro-2-methoxy-phenyl]-4,5-dimethyl-5-(trifluoromethyl)-tetrahydrofuran-2-carbonyl]amino]pyridin-2-carboxamid FC(C1=C(C(=C(C=C1)[C@H]1[C@@H](O[C@@]([C@@H]1C)(C(F)(F)F)C)C(=O)NC1=CC(=NC=C1)C(=O)N)OC)F)F